[PH2](O)=O.C(C)N1CCCCC1 N-ethylpiperidine phosphinate